6,6-dimethyl-1-heptanol CC(CCCCCO)(C)C